S1C(=NC2=C1C=CC=C2)C2=CC=C(C=C2)C(C=CC=2C=NC=CC2)=O 1-(4-(2-benzothiazolyl)-phenyl)-3-(3-pyridyl)-2-propen-1-one